FC1=C(C=C(C(=C1)C)C1=NC=C(C=N1)F)C1C2(N(C(CC1C)C2)C(=O)N)C(C)(C)O (2-fluoro-5-(5-fluoropyrimidin-2-yl)-4-methylphenyl)-1-(2-hydroxypropan-2-yl)-3-methyl-6-azabicyclo[3.1.1]heptane-6-carboxamide